[2-(hydroxymethyl)phenyl]methyl 4-(3-hydroxy-3-methyl-but-1-ynyl)-2,6-dimethyl-7-oxo-1H-pyrrolo[2,3-c]pyridine-3-carboxylate OC(C#CC=1C2=C(C(N(C1)C)=O)NC(=C2C(=O)OCC2=C(C=CC=C2)CO)C)(C)C